C(C)(C)(C)NC(CN(CC=1NC(C2=C(N1)C=CS2)=O)CC)=O N-(tert-butyl)-2-(ethyl((4-oxo-3,4-dihydrothieno[3,2-d]pyrimidin-2-yl)methyl)amino)acetamide